FC=1C(=NC(=NC1)NC=1C=NN(C1)C)N1C2=CC=CC=C2C=2C=C(C=CC12)NC(C=C)=O N-[9-[5-fluoro-2-[(1-methylpyrazol-4-yl)amino]pyrimidin-4-yl]carbazol-3-yl]prop-2-enamide